5-bromo-4-(bromomethyl)-2-methoxypyridine BrC=1C(=CC(=NC1)OC)CBr